C(CCCCCCCCCCCCCCCCCCC)(=O)OC[C@@H](OC(CCCCCCCCCCCCCCCCCCC)=O)COP(=O)([O-])OCC[N+](C)(C)C 1,2-di-arachidoyl-sn-glycero-3-phosphocholine